BrC1=C(C=CC=C1)CCCCN1C(=CC=2C1=NC=CC2)C=O 1-(4-(2-bromophenyl)butyl)-1H-pyrrolo[2,3-b]pyridine-2-carbaldehyde